CC=1N=C(C2=C(N1)OC=C2C(=O)N2CC=1N=C(N=CC1CC2)C(C)C)NC2(CC2)C methyl-N-(1-methylcyclopropyl)-5-[2-(propan-2-yl)-5H,6H,7H,8H-pyrido[3,4-d]pyrimidine-7-carbonyl]furo[2,3-d]pyrimidin-4-amine